N1C=NC(=C1)C1=C(C(=O)O)C=CC=C1 (1H-imidazol-4-yl)benzoic acid